C(C)(C)(C)OC(=O)N1[C@@H](C[C@@H](C1)N(C1=NC(=CC=C1)NC=1C=NN(C1CCCNC(C1=C(C=CC=C1)C(=O)O)=O)C)C(=O)OC(C)(C)C)C(=O)O (2S,4S)-1-tert-butoxycarbonyl-4-[tert-butoxycarbonyl-[6-[[5-[3-[(2-carboxybenzoyl)amino]propyl]-1-methyl-pyrazol-4-yl]amino]-2-pyridyl]amino]pyrrolidine-2-carboxylic acid